N'-(methylenebis(4,1-phenylene))diformamide C(C1=CC=C(C=C1)NC=O)C1=CC=C(C=C1)NC=O